6-(2,5-difluoro-4-(hexahydropyrrolo[1,2-a]pyrazin-2(1H)-yl)phenyl)-1,4-dimethyl-2-(4-(methylsulfonyl)phenyl)-1H-pyrrolo[3,2-c]pyridine FC1=C(C=C(C(=C1)N1CC2N(CC1)CCC2)F)C2=CC1=C(C(=N2)C)C=C(N1C)C1=CC=C(C=C1)S(=O)(=O)C